CC1=CC=C(C=C1)S(=O)(=O)O.N1CC(C1)OC=1C(=NC(=CC1)C)Cl 3-(azetidin-3-yloxy)-2-chloro-6-methylpyridine 4-methylbenzenesulfonate